tin-silver-copper-silicon [Si].[Cu].[Ag].[Sn]